The molecule is a diterpene lactone isolated from the whole plants of Ajuga ciliata. It has a role as a plant metabolite. It is an acetate ester, a butenolide, a diterpene lactone, an enoate ester and a spiro-epoxide. C/C=C(\\C)/C(=O)O[C@@H]1CC[C@]2(CO2)[C@]3([C@H]1[C@@]([C@@H](C[C@@H]3OC(=O)C)C)(C)C[C@@H](C4=CC(=O)OC4)OC(=O)/C(=C/C)/C)COC(=O)C